N-((3-bromo-4,5-difluorophenyl)sulfonyl)-2,4-dichlorobenzamide BrC=1C=C(C=C(C1F)F)S(=O)(=O)NC(C1=C(C=C(C=C1)Cl)Cl)=O